ClC1=C(C=C(C(=C1)F)OC)C1=CC=2NC(N(C(C2S1)=O)C1=C2C(=CN=C1)SC(=C2C)C(=O)OCC)=O ethyl 4-[6-(2-chloro-4-fluoro-5-methoxy-phenyl)-2,4-dioxo-1H-thieno[3,2-d]pyrimidin-3-yl]-3-methyl-thieno[2,3-c]pyridine-2-carboxylate